CC1=NC(=NO1)C1(CCCCC1)NC(=O)C=1C=2C[C@@H]3[C@H](C2N(N1)C1=NC=CN=C1)C3 (1aR,5aR)-2-Pyrazin-2-yl-1a,2,5,5a-tetrahydro-1H-2,3-diaza-cyclopropa[a]pentalene-4-carboxylic acid [1-(5-methyl-[1,2,4]oxadiazol-3-yl)-cyclohexyl]-amide